6-(6,8-difluoro-5-methyl-3,4-dihydro-2H-quinoxalin-1-yl)-5-fluoro-8-methyl-2-[4-(4-methylpiperazin-1-yl)anilino]pyrido[2,3-d]pyrimidin-7-one FC=1C(=C2NCCN(C2=C(C1)F)C1=C(C2=C(N=C(N=C2)NC2=CC=C(C=C2)N2CCN(CC2)C)N(C1=O)C)F)C